(2S,3R,5R)-3-((E)-(2-(2-(3,4-dihydroxybenzamido)-3-phenylpropanoyl)hydrazono)methyl)-3-methyl-7-oxo-4-thia-1-azabicyclo[3.2.0]heptane-2-carboxylic acid 4,4-dioxide OC=1C=C(C(=O)NC(C(=O)N\N=C\[C@]2([C@@H](N3C(C[C@H]3S2(=O)=O)=O)C(=O)O)C)CC2=CC=CC=C2)C=CC1O